2-[2,4-Di(pentan-2-yl)phenoxy]acetylchlorid CC(CCC)C1=C(OCC(=O)Cl)C=CC(=C1)C(C)CCC